C1(CC1)C=1C=C(O[C@H]2CN(CC2)CCO)C=C(C1)NC=1N=C(C2=C(N1)NC=C2)N2N=CCC2C2=CC=CC=C2 2-((3R)-3-(3-cyclopropyl-5-((4-(5-phenyl-4,5-dihydro-1H-pyrazol-1-yl)-7H-pyrrolo[2,3-d]pyrimidin-2-yl)amino)phenoxy)pyrrolidin-1-yl)ethan-1-ol